C(CCCCCCCCCCC)OC(CO)O dodecoxyethylene glycol